5-chloro-6-(5-methyl-1H-indazol-4-yl)-2-phenylpyrimidine-4-carboxamide ClC=1C(=NC(=NC1C1=C2C=NNC2=CC=C1C)C1=CC=CC=C1)C(=O)N